NC=1C=C2C(=CC=NC2=CC1OC)C1=NN2C(C(NCC2)=O)=C1NC1=C(C(=CC=C1)F)OC (6-amino-7-methoxyquinolin-4-yl)-3-[(3-fluoro-2-methoxyphenyl)amino]-5H,6H,7H-pyrazolo[1,5-a]pyrazin-4-one